C(C1=CC=CC=C1)OC(=O)NC(C(=O)O)=C1CCC(CC1)(F)F 2-(benzyloxycarbonylamino)-2-(4,4-difluorocyclohexylidene)acetic acid